S1C=NC2=C1C=C(C=C2)\C=C\2/N=C(NC2=O)N[C@@H]2[C@H](CCCC2)O (4Z)-4-(1,3-benzothiazol-6-ylmethylene)-2-[[(1S,2S)-2-hydroxycyclohexyl]amino]-1H-imidazol-5-one